C(C)(C)(C)N(C(=O)OCC1(NC(=CC(=N1)N)Cl)N)C(CNC1=C(C=C(C=C1)Br)C)C 2,4-diamino-6-chloropyrimidinemethanol tert-butyl-(1-((4-bromo-2-methylphenyl)amino)propan-2-yl)carbamate